FC1(CC1)C(=O)NC1=CC=C(C=C1)CNC1=NC(=NC=2N1N=CC2C(C)C)N2C[C@@H](CC2)O (R)-1-Fluoro-N-(4-(((2-(3-hydroxypyrrolidin-1-yl)-8-isopropylpyrazolo[1,5-a][1,3,5]triazin-4-yl)amino)methyl)phenyl)cyclopropane-1-carboxamide